C(C1=CC=CC=C1)C=1C(=C(C(=C(C1)[C@@H]1O[C@@H]([C@H]([C@@H]([C@H]1OCC1=CC=CC=C1)OCC1=CC=CC=C1)OCC1=CC=CC=C1)COCC1=CC=CC=C1)Br)O)Cl 3-benzyl-6-bromo-2-chloro-5-((2S,3S,4R,5R,6R)-3,4,5-tris(benzyloxy)-6-((benzyloxy)methyl)tetrahydro-2H-pyran-2-yl)phenol